OC(=O)C(F)(F)F.NCCOCCOCCNC(C[C@H]1C=2N(C3=C(C(=N1)C1=CC=C(C=C1)Cl)C(=C(S3)C)C)C(=NN2)C)=O (S)-N-(2-(2-(2-aminoethoxy)ethoxy)ethyl)-2-(4-(4-chlorophenyl)-2,3,9-trimethyl-6H-thieno[3,2-f][1,2,4]triazolo[4,3-a][1,4]diazepin-6-yl)acetamide TFA salt